3-(6-(1-(Acetoxyimino)2-methylpropyl)-9-ethyl-9H-carbazol-3-yl)-2-cyanoacrylic acid ethyl ester C(C)OC(C(=CC=1C=CC=2N(C3=CC=C(C=C3C2C1)C(C(C)C)=NOC(C)=O)CC)C#N)=O